(Z)-5-Hexadecenyl acetate C(C)(=O)OCCCC\C=C/CCCCCCCCCC